3-chloro-2-[(3,3-dimethylpyrrolidin-2-yl)methoxy]-6-methoxypyridine ClC=1C(=NC(=CC1)OC)OCC1NCCC1(C)C